Cl.Cl.ClC=1C=C(C=CC1F)C1(NC=NC2=C1N=C(N=C2)NC2CCN(CC2)C)N 8-(3-chloro-4-fluorophenyl)-N2-(1-methyl-4-piperidinyl)-pyrimido[5,4-d]pyrimidine-2,8-diamine dihydrochloride